ClC1=C(C=CC2=C1C(=NCC=1N2C(=NN1)C=1N=NC=CC1)C1=NC=CC=C1F)Cl 7,8-dichloro-6-(3-fluoro-2-pyridinyl)-1-pyridazin-3-yl-4H-[1,2,4]Triazolo[4,3-a][1,4]Benzodiazepine